COC1=C(NCC#CC=2C=C(C3=C(N(C=N3)CC(F)(F)F)C2)C(=O)N[C@@H]2[C@@H](CNCC2)C)C=CC(=C1)S(=O)(=O)C 6-[3-(2-methoxy-4-methylsulfonyl-anilino)prop-1-ynyl]-N-[(3R,4S)-3-methyl-4-piperidyl]-1-(2,2,2-trifluoroethyl)benzimidazole-4-carboxamide